FC(C=1N=C2N(N=C(C(=C2)C)N2CC=3C=C(C=NC3CC2)N2C=3N(CCC2)N=CC3)C(C1)=O)F 2-(difluoromethyl)-7-(3-(6,7-dihydropyrazolo[1,5-a]pyrimidin-4(5H)-yl)-7,8-dihydro-1,6-naphthyridin-6(5H)-yl)-8-methyl-4H-pyrimido[1,2-b]pyridazin-4-one